C(C1=CC=CC=C1)NC1=NC(=NN2C1=CC=C2C2=CC=CC=C2)Cl N-benzyl-2-chloro-7-phenylpyrrolo[2,1-f][1,2,4]triazin-4-amine